NC1=CC=C(C(=C1C(=O)N(C)C)F)C=1C(=C2C(=NC1)NC[C@]21C[C@H](CC1)N1N=C(N=C1)N)Cl 6-Amino-3-((1R,3S)-3-(3-amino-1H-1,2,4-triazol-1-yl)-4'-chloro-1',2'-dihydrospiro[cyclopentane-1,3'-pyrrolo[2,3-b]pyridin]-5'-yl)-2-fluoro-N,N-dimethylbenzamide